FC1=C(C=CC=C1)C=1N(C=C(C1)CNC)S(=O)(=O)C=1C=C(NCC2OCC2)C=CC1 3-((2-(2-fluorophenyl)-4-((methylamino)methyl)-1H-pyrrol-1-yl)sulfonyl)-N-(oxetan-2-ylmethyl)aniline